C(C)(C)(CC(C)(C)C)C1=CC=C(OC(C(=O)O)CC)C=C1 4-tert-octylphenoxybutyric acid